2-(2-(5-(tert-Butyl)-2-ethoxyphenyl)-7-azaspiro[3.5]nonane-7-carbonyl)-5-azaspiro[3.4]octan-6-one C(C)(C)(C)C=1C=CC(=C(C1)C1CC2(C1)CCN(CC2)C(=O)C2CC1(C2)NC(CC1)=O)OCC